(R)-(7-bromo-4-fluoro-1-((2-(trimethylsilyl)ethoxy)methyl)-1H-benzo[d]imidazol-2-yl)(5-methyl-7,8-dihydro-1,6-naphthyridin-6(5H)-yl)methanone BrC1=CC=C(C2=C1N(C(=N2)C(=O)N2[C@@H](C=1C=CC=NC1CC2)C)COCC[Si](C)(C)C)F